CC(C=C)CCC=C(CC)C 3,7-dimethyl-1,6-nonadiene